NC1=CC=C(C=N1)OC1=CC(=NC=C1)C#N 4-((6-aminopyridin-3-yl)oxy)picolinonitrile